(1R,2S,6R,7S)-4-(6-anilino-1,3-benzothiazol-2-yl)-4-azatricyclo[5.2.1.02,6]dec-8-en-3,5-dione N(C1=CC=CC=C1)C1=CC2=C(N=C(S2)N2C([C@H]3[C@H]4C=C[C@@H]([C@H]3C2=O)C4)=O)C=C1